FC=1C=C(C(=O)NCCO)C=C(C1)F 3,5-difluoro-N-(2-hydroxyethyl)benzamide